Tert-butyl 4-(1-methoxyethyl)-4-methylpiperidine-1-carboxylate COC(C)C1(CCN(CC1)C(=O)OC(C)(C)C)C